4-(3-([1,1'-biphenyl]-4-yl)imidazo[1,2-b]pyridazin-6-yl)phenol C1(=CC=C(C=C1)C1=CN=C2N1N=C(C=C2)C2=CC=C(C=C2)O)C2=CC=CC=C2